F[C@@H](CN1N=NC(=C1)C(=O)NC)CCC=1N=NC(=CC1)NC(CC1=CC=CC=C1)=O (R)-1-(2-fluoro-4-(6-(2-phenylacetamido)pyridazin-3-yl)butyl)-N-methyl-1H-1,2,3-triazole-4-carboxamide